3-(4-(Cyclopentylcarbonyl)piperazine-1-carbonyl)-7-methylquinazoline-2,4(1H,3H)-dione C1(CCCC1)C(=O)N1CCN(CC1)C(=O)N1C(NC2=CC(=CC=C2C1=O)C)=O